COC1CC(C1)N1N=C(C(=C1)NC(C1=NC(=CC=C1)C=1C=NNC1)=O)C1=NC=CC=C1 N-(1-(3-methoxycyclobutyl)-3-(pyridin-2-yl)-1H-pyrazol-4-yl)-6-(1H-pyrazol-4-yl)picolinamide